OC(C)(C)C=1C=CC=2N(C1)N=CC2C=O (6-(2-hydroxypropan-2-yl)pyrazolo[1,5-a]pyridin-3-yl)methanone